(1S,2S)-2-[5-(2',6'-diethyl-biphenyl-3-ylmethoxy)-pyrazin-2-yl]-cyclopropanecarboxylic acid C(C)C1=C(C(=CC=C1)CC)C1=CC(=CC=C1)COC=1N=CC(=NC1)[C@@H]1[C@H](C1)C(=O)O